7-(5-(((1R,2R,3S,5S)-2-fluoro-9-azabicyclo[3.3.1]nonan-3-yl)(methyl)amino)pyrazin-2-yl)-6-hydroxy-3-(2,2,2-trifluoroethyl)quinazolin-4(3H)-one F[C@@H]1[C@H]2CCC[C@@H](C[C@@H]1N(C=1N=CC(=NC1)C1=C(C=C3C(N(C=NC3=C1)CC(F)(F)F)=O)O)C)N2